ethyl 2-deoxy-2-trifluoroacetamido-β-D-galactopyranoside FC(C(=O)N[C@H]1[C@H](OCC)O[C@@H]([C@@H]([C@@H]1O)O)CO)(F)F